CN1C(C(=NC(=C1C)C)C=1C=2N(C(=CC1)C[C@@H](C(=O)OC)NC(C1=CC=CC=C1)(C1=CC=CC=C1)C1=CC=CC=C1)C=CN2)=O methyl (S)-3-(8-(4,5,6-trimethyl-3-oxo-3,4-dihydropyrazin-2-yl) imidazo[1,2-a]pyridin-5-yl)-2-(tritylamino)propanoate